BrC1=CC(=NC=C1)[C@H](CC(=O)OC)N[S@](=O)C(C)(C)C methyl (S)-3-(4-bromopyridin-2-yl)-3-(((R)-tert-butylsulfinyl)amino)propanoate